N,N-didodecylmethylammonium dihydrogen phosphate P(=O)(O)(O)[O-].C(CCCCCCCCCCC)[NH+](CCCCCCCCCCCC)C